FC(C=1C=C(CNC(CC2=CC=3NC4=CC=CC=C4C3C=C2)=O)C=C(C1)C(F)(F)F)(F)F N-(3,5-bis(trifluoromethyl)benzyl)-2-(9H-carbazol-2-yl)acetamide